(2-((tert-butoxycarbonyl)amino)-7-fluorobenzo[b]thiophen-4-yl)boronic acid C(C)(C)(C)OC(=O)NC1=CC2=C(S1)C(=CC=C2B(O)O)F